The molecule is a member of the class of cyclopentanols carrying 1,2,4-triazol-1-ylmethyl and 4-chlorobenzyl and geminal dimethyl substituents at positions 1, 2 and 5 respectively. Used to control a range of fungal infections including alternaria, rusts, fusarium and septoria diseases. It has a role as an EC 1.14.13.70 (sterol 14alpha-demethylase) inhibitor and an antifungal agrochemical. It is a member of cyclopentanols, a member of monochlorobenzenes, a tertiary alcohol, a member of triazoles, a conazole fungicide and a triazole fungicide. CC1(CCC(C1(CN2C=NC=N2)O)CC3=CC=C(C=C3)Cl)C